ClC1=CC=C(C=N1)N1C(N(C2=NC=CC=C21)[C@@H]2CN(CC2)C(=O)OC(C)(C)C)=O tert-Butyl (S)-3-(1-(6-chloropyridin-3-yl)-2-oxo-1,2-dihydro-3H-imidazo[4,5-b]pyridin-3-yl)pyrrolidine-1-carboxylate